2-(4-mercaptophenyl)acetamide SC1=CC=C(C=C1)CC(=O)N